ethyl 5-(m-tolyl)-2-(4-(trifluoromethyl)phenyl)oxazole-4-carboxylate C1(=CC(=CC=C1)C1=C(N=C(O1)C1=CC=C(C=C1)C(F)(F)F)C(=O)OCC)C